Cl.FC1=CC=2C(C=C(OC2C2=C1N(C(=N2)C(F)(F)F)C)C2CNCC2)=O 4-fluoro-3-methyl-8-(pyrrolidin-3-yl)-2-(trifluoromethyl)chromeno[7,8-d]imidazol-6(3H)-one hydrochloride